3-hydroxy-xanthen-9-one OC=1C=CC=2C(C3=CC=CC=C3OC2C1)=O